2-methoxy-1,3,5-triazine COC1=NC=NC=N1